N-(4-(7-(8-ethynyl-7-fluoronaphthalen-1-yl)-8-(methoxy-d3)-2-((tetrahydro-1H-pyrrolizin-7a(5H)-yl)methoxy)pyrido[4,3-d]pyrimidin-4-yl)-1,4-oxazepan-6-yl)acrylamide C(#C)C=1C(=CC=C2C=CC=C(C12)C1=C(C=2N=C(N=C(C2C=N1)N1CCOCC(C1)NC(C=C)=O)OCC12CCCN2CCC1)OC([2H])([2H])[2H])F